C(CCCCCCCCCCC)C(C1=CC=CC=C1)([Sn](C)(C)Cl)CCCCCCCCCCCC didodecyl-dimethylbenzyl-stannyl chloride